C(C)N1C(CC[C@H](C1)N1N=C2N=C(C=CC2=C1C)C1=C(C=C(C=C1C)C(F)(F)F)O)=O (R)-1-ethyl-5-(6-(2-hydroxy-6-methyl-4-(trifluoromethyl)phenyl)-3-methyl-2H-pyrazolo[3,4-b]pyridin-2-yl)piperidin-2-one